5-(4-((5-chloro-3-methyl-2,4-dioxo-1,2,3,4-tetrahydroquinazolin-7-yl)methyl)piperazin-1-yl)-N,6-dimethylpicolinamide ClC1=C2C(N(C(NC2=CC(=C1)CN1CCN(CC1)C=1C=CC(=NC1C)C(=O)NC)=O)C)=O